tert-butyl-((3,4-dimethoxybenzyl) (2-(2,6-dioxopiperidin-3-yl)-1,3-dioxoisoindolin-5-yl) amino)-2,2-difluorohexanoate C(C)(C)(C)C(C(C(=O)[O-])(F)F)(CCC)N(C=1C=C2C(N(C(C2=CC1)=O)C1C(NC(CC1)=O)=O)=O)CC1=CC(=C(C=C1)OC)OC